tert-butyl 3-(3-ethoxy-3-oxopropyl)azetidine-1-carboxylate C(C)OC(CCC1CN(C1)C(=O)OC(C)(C)C)=O